C(C)(C)(C)C=1C=C(C=CC1)[C@H](C)NC(=O)C1=CC=C2C(=CN(C2=C1)CC(C)C)CC=1C=C(OC(C(=O)O)(C)C)C=CC1 (S)-2-(3-((6-((1-(3-(tert-butyl)phenyl)ethyl)carbamoyl)-1-isobutyl-1H-indol-3-yl)methyl)phenoxy)-2-methylpropanoic acid